CN(C([S-])=S)C N,N-dimethyldithiocarbamate